ClC=1C=C(C=NC1C)C=1N=C2N(C(C1C)=O)C=C(C=C2[C@@H](C)NC2=C(C(=O)O)C=CC=C2)C (R)-2-((1-(2-(5-chloro-6-methylpyridin-3-yl)-3,7-dimethyl-4-oxo-4H-pyrido[1,2-a]pyrimidin-9-yl)ethyl)amino)benzoic acid